NC(=O)NC1=C(SC(=C1)C1=CC=C(C=C1)CNCC(C)(C)OC)C(=O)N 3-[(aminocarbonyl)amino]-5-(4-{[(2-methoxy-2-methylpropyl)amino]methyl}phenyl)thiophene-2-carboxamide